3,3'-iminodipropionate N(CCC(=O)[O-])CCC(=O)[O-]